S(=O)=NS(=O)(=O)C(F)(F)F (sulfinyl)trifluoromethanesulfonamide